C(#N)C=1C=C(C=NC1N1C[C@@](CC1)(C)O)C=1C(=CC(=C(C(=O)NC2=NNC=C2)C1)F)C (S)-5-(5-cyano-6-(3-hydroxy-3-methylpyrrolidin-1-yl)pyridin-3-yl)-2-fluoro-4-methyl-N-(1H-pyrazol-3-yl)benzamide